1,4-Bis(2-bromobutoxy)benzene BrC(COC1=CC=C(C=C1)OCC(CC)Br)CC